(6RS)-7-(4-bromo-3-chloro-benzoyl)-6-methyl-3-oxo-N-[(1R)-1-phenylethyl]-2-(4-pyrazol-1-ylphenyl)-6,8-dihydro-5H-imidazo[1,5-a]pyrazine-1-carboxamide BrC1=C(C=C(C(=O)N2CC=3N(C[C@H]2C)C(N(C3C(=O)N[C@H](C)C3=CC=CC=C3)C3=CC=C(C=C3)N3N=CC=C3)=O)C=C1)Cl |&1:12|